6,7-dimethoxy-4-hydroxy-quinoline COC=1C=C2C(=CC=NC2=CC1OC)O